water, carbonate salt C(O)(O)=O.O